C(#N)[C@H](CC1=C(C=C(C=C1)C=1C=CC2=C(N(C(O2)=O)C)C1)F)NC(=O)[C@H]1OCCCN(C1)C(=O)OC(C)(C)C Tert-butyl (S)-2-(((S)-1-cyano-2-(2-fluoro-4-(3-methyl-2-oxo-2,3-dihydrobenzo[d]oxazol-5-yl) phenyl)ethyl)carbamoyl)-1,4-oxazepane-4-carboxylate